D,L-leucine ethyl ester C(C)OC([C@@H](N)CC(C)C)=O |r|